C(C)N1CCN(CC1)C1=NC2=CC=C(C=C2C(=C1)C)NC(=S)NCCN1CCCCC1 1-(2-(4-ethylpiperazin-1-yl)-4-methylquinolin-6-yl)-3-(2-(piperidin-1-yl)ethyl)thiourea